Cl.ClCC=1N=C(NC1)C1=NC(=CC=C1)C 2-(4-(chloromethyl)-1H-imidazol-2-yl)-6-Picoline hydrochloride